N-(3-methyl-5-(4,4,5,5-tetramethyl-1,3,2-dioxaborolan-2-yl)benzyl)methanesulfonamide CC=1C=C(CNS(=O)(=O)C)C=C(C1)B1OC(C(O1)(C)C)(C)C